O[C@@H](CCC)C1=CC(=C(C=N1)C=1C=2N(C3=C(C1)N=C(S3)NC(=O)C3CC3)N=CN2)C (S)-N-(5-(6-(1-hydroxybutyl)-4-methylpyridin-3-yl)thiazolo[4,5-e][1,2,4]triazolo[1,5-a]pyridin-2-yl)cyclopropanecarboxamide